(((2-((1-(tert-butoxycarbonyl)piperidin-3-yl)oxy)-8-isopropylpyrazolo[1,5-a][1,3,5]triazin-4-yl)amino)methyl)indoline-1-carboxylic acid benzyl ester C(C1=CC=CC=C1)OC(=O)N1C(CC2=CC=CC=C12)CNC1=NC(=NC=2N1N=CC2C(C)C)OC2CN(CCC2)C(=O)OC(C)(C)C